7-chloro-N-[(1S)-2-[[(1S)-1-cyano-2-(5,5-dimethyl-2-oxo-pyrrolidin-3-yl)ethyl]amino]-1-(cyclopropylmethyl)-2-oxo-ethyl]-1H-indole-2-carboxamide ClC=1C=CC=C2C=C(NC12)C(=O)N[C@H](C(=O)N[C@@H](CC1C(NC(C1)(C)C)=O)C#N)CC1CC1